C(C=CC)(=O)N butenamid